CC(CCCC(=O)[O-])CC(C)(C)C 5,7,7-trimethyloctanoate